CC1=C2C(=NC=C1)CC(C2)CO (4-methyl-6,7-dihydro-5H-cyclopenta[b]pyridin-6-yl)methanol